C([C@@H](C)N)N (R)-propane-1,2-diamine